Dimethylhafnium [2',2'''-([2,2'-bipyridine]-6,6'-diyl)bis(3,5-di-tert-butyl-[1,1'-biphenyl]-2-olate)] N1=C(C=CC=C1C1=C(C=CC=C1)C=1C(=C(C=C(C1)C(C)(C)C)C(C)(C)C)[O-])C1=NC(=CC=C1)C1=C(C=CC=C1)C=1C(=C(C=C(C1)C(C)(C)C)C(C)(C)C)[O-].C[Hf+2]C